C(C)(=O)N1CCN(CC1)C1CCC(CC1)NC(=O)C1=CC2=C(N(N=C2C)CC(C)(C)C)S1 N-((1r,4r)-4-(4-acetylpiperazin-1-yl)cyclohexyl)-3-methyl-1-neopentyl-1H-thieno[2,3-c]pyrazole-5-carboxamide